1-(3-ethylsulfanyl-5-hydroxy-2-pyridinyl)ethanone C(C)SC=1C(=NC=C(C1)O)C(C)=O